N1C(CC2=CC=CC=C12)C(=O)O (-)-indoline-2-formic acid